(S)-tert-butyl 1-(4-(benzylthio)-3-fluorophenylamino)-1-oxo-3-phenylpropan-2-ylcarbamate C(C1=CC=CC=C1)SC1=C(C=C(C=C1)NC([C@H](CC1=CC=CC=C1)NC(OC(C)(C)C)=O)=O)F